1-bromo-2,6-diisopropylbenzene BrC1=C(C=CC=C1C(C)C)C(C)C